BrC1=C(C=C(C(=O)N2CC=3N(CC2)C(N(C3C(=O)NC(C)C3=CC=C(C=C3)F)C3=CC=C(C=C3)OC)=O)C=C1)Cl 7-(4-bromo-3-chloro-benzoyl)-N-[1-(4-fluorophenyl)ethyl]-2-(4-methoxyphenyl)-3-oxo-6,8-dihydro-5H-imidazo[1,5-a]pyrazine-1-carboxamide